1-(1H-imidazol-4-ylmethyl)-3,4-dihydroquinolin-2(1H)-one N1C=NC(=C1)CN1C(CCC2=CC=CC=C12)=O